C(N)(O[C@H]1C(N(C[C@@H](C1)F)C(=O)C1=CC2=C(C(=C(O2)Cl)C)C=C1)C(C)(C)C)=O Tert-butyl-((3r,5r)-1-(2-chloro-3-methylbenzofuran-6-carbonyl)-5-fluoropiperidin-3-yl) carbamate